OC1CC(NC1)C(=O)N[C@@H](C)C1=CC=C(C=C1)C1=CC=NN1C 4-hydroxy-N-((S)-1-(4-(1-methyl-1H-pyrazol-5-yl)phenyl)ethyl)pyrrolidine-2-carboxamide